NC[C@@H]1N(CCC1)C(=O)C1=C(C2=C(CCC3=CN(N=C23)CC2=NC=CC=C2)O1)C [(2R)-2-(Aminomethyl)pyrrolidin-1-yl][8-methyl-2-(pyridin-2-ylmethyl)-4,5-dihydro-2H-furo[2,3-g]indazol-7-yl]methanon